1-(3-methoxy-2,6-dimethylphenyl)-1H-imidazole-2-carboxamide COC=1C(=C(C(=CC1)C)N1C(=NC=C1)C(=O)N)C